2-(6-Chloro-benzothiazol-2-ylamino)-1-methyl-1H-benzoimidazole-5-carboxylic acid (1-methanesulfonyl-piperidin-4-yl)-amide CS(=O)(=O)N1CCC(CC1)NC(=O)C1=CC2=C(N(C(=N2)NC=2SC3=C(N2)C=CC(=C3)Cl)C)C=C1